N-(4-bromo-3-methoxybenzyl)-2,2-dimethoxyethan-1-amine BrC1=C(C=C(CNCC(OC)OC)C=C1)OC